[I-].FC(C=1C=C(C=CC1)[N+](C)(C)C)(F)F 3-(trifluoromethyl)-phenyl-trimethyl-ammonium iodide